NC1=NN2C(N=CC=C2)=C1C(=O)NC(C)C=1C=C(C=2N(C1N1[C@@H](CCC1)C)C=NC2)Cl 2-Amino-N-(1-{8-chloro-5-[(2R)-2-methylpyrrolidin-1-yl]imidazo[1,5-a]pyridin-6-yl}ethyl)pyrazolo[1,5-a]pyrimidine-3-carboxamide